C1(CCCC1)N1C2=NC(=NC=C2N=C1NC1=CC=CC=C1)NC1=CC=C(C=C1)N1CCN(CC1)CC=1C=C(C=CC1)C1C(NC(CC1)=O)=O 3-(3-((4-(4-((9-cyclopentyl-8-(phenylamino)-9H-purin-2-yl)amino)phenyl)piperazin-1-yl)methyl)phenyl)piperidine-2,6-dione